C(C)(C)(C)OC(N(CC=O)C)=O Methyl-(2-oxo-ethyl)-carbamic acid tert-butyl ester